FC1=C(C=CC(=C1)F)N1N=C(C2=CC=CC=C2C1=O)N1CC(NCC1)C(C(=O)O)(C)C 2-(4-(3-(2,4-Difluorophenyl)-4-oxo-3,4-dihydrophthalazin-1-yl)piperazin-2-yl)-2-methylpropanoic Acid